ClC1=NC=CC2=C1C(OC21CN([C@H](C1)C)C(=O)OC(C)(C)C)=O tert-Butyl (5'S)-4-chloro-5'-methyl-3-oxo-3H-spiro[furo[3,4-c]pyridine-1,3'-pyrrolidine]-1'-carboxylate